tert-butyl (1R)-1-(3-(2-(4-(2-(2,6-dioxopiperidin-3-yl)-1-oxoisoindolin-5-yl)piperazin-1-yl)ethoxy)phenyl)ethylcarbamate O=C1NC(CCC1N1C(C2=CC=C(C=C2C1)N1CCN(CC1)CCOC=1C=C(C=CC1)[C@@H](C)NC(OC(C)(C)C)=O)=O)=O